(6-amino-2-ethylpyridin-3-yl)-N-(oxetan-3-yl)quinoline-2-carboxamide tert-butyl-(20-amino-3,6,9,12,15,18-hexaoxaicosyl)carbamate C(C)(C)(C)N(C(O)=O)CCOCCOCCOCCOCCOCCOCCN.NC1=CC=C(C(=N1)CC)C=1C(=NC2=CC=CC=C2C1)C(=O)NC1COC1